C(C)(C)(C)OC(=O)N1[C@@H](C2=C(C(=CC(=C2CC1)Cl)F)OCC=1N=NN(C1)C)CN1CC2(CC2)CC1=O (S)-5-chloro-7-fluoro-8-((1-methyl-1H-1,2,3-triazol-4-yl)methoxy)-1-((6-oxo-5-azaspiro[2.4]heptan-5-yl)methyl)-3,4-dihydroisoquinoline-2(1H)-carboxylic acid tert-butyl ester